6-chloro-N,N-diisopropylnicotinamide CC(C)N(C(C)C)C(=O)C1=CN=C(C=C1)Cl